CC1=C2C=C(N(C2=CC=C1CN1CCC2(CN(C2)C2=NC=NC3=CC=C(C=C23)CC(F)(F)F)CC1)CC1NC(CC1)=O)C#N 4-Methyl-1-[(5-oxopyrrolidin-2-yl)methyl]-5-({2-[6-(2,2,2-trifluoroethyl)quinazolin-4-yl]-2,7-diazaspiro[3.5]non-7-yl}methyl)-1H-indole-2-carbonitrile